methyl (6-((2,4-dimethoxybenzyl)carbamoyl)-5-((2-methoxy-3-(1-methyl-1H-1,2,4-triazol-3-yl)phenyl)amino)pyridazin-3-yl)carbamate COC1=C(CNC(=O)C2=C(C=C(N=N2)NC(OC)=O)NC2=C(C(=CC=C2)C2=NN(C=N2)C)OC)C=CC(=C1)OC